ethyl (R,E)-3-(2-((4-(2-(4-chlorophenyl)-2,3-dihydrobenzo[b][1,4]dioxin-5-yl)piperidin-1-yl)methyl)-1H-imidazol-5-yl)acrylate ClC1=CC=C(C=C1)[C@@H]1COC2=C(O1)C=CC=C2C2CCN(CC2)CC=2NC(=CN2)/C=C/C(=O)OCC